(S)-2-((1-(6-methyl-2-(4-(1-methyl-1H-imidazol-4-yl)phenyl)-4-oxo-4H-chromen-8-yl)ethyl)amino)benzoic acid CC=1C=C2C(C=C(OC2=C(C1)[C@H](C)NC1=C(C(=O)O)C=CC=C1)C1=CC=C(C=C1)C=1N=CN(C1)C)=O